N-(3-((R)-N-((S)-2-((tert-butyldimethylsilyl)oxy)propanoyl)-S-methylsulfonimidoyl)phenyl)-2-((6-fluoro-2-methylpyridin-3-yl)oxy)-4-methyl-5-(trifluoromethyl)nicotinamide [Si](C)(C)(C(C)(C)C)O[C@H](C(=O)N=[S@@](=O)(C)C=1C=C(C=CC1)NC(C1=C(N=CC(=C1C)C(F)(F)F)OC=1C(=NC(=CC1)F)C)=O)C